tris(1,1,1,3,3,3-hexafluoro-2-propyl)phosphite FC(C(C(F)(F)F)OP(OC(C(F)(F)F)C(F)(F)F)OC(C(F)(F)F)C(F)(F)F)(F)F